CC=1C=C(C=C(C1CC=1C=C2C3(C(NC2=CC1)=O)CCC3)C)N3N=C(C(NC3=O)=O)NC([O-])=O N-[2-(3,5-dimethyl-4-{2'-oxo-1'H-spiro[cyclobutane-1,3'-indol]-5'-ylmethyl}phenyl)-3,5-dioxo-4H-1,2,4-triazin-6-yl]carbamate